N1=CC(=CC=C1)C1=CC=C(C=C1)B1OC(C)(C)C(C)(C)O1 4-(pyridin-3-yl)phenylboronic acid pinacol ester